(R)-2-(azetidin-1-yl)-N-(N,N-dimethylsulfamoyl)-4-(8-(3-(methoxymethyl)-4-methylpiperazin-1-yl)-7,10-dimethyl-5-oxo-1,3,4,5-tetrahydro-2H-chromeno[3,4-c]pyridine-3-carbonyl)benzamide N1(CCC1)C1=C(C(=O)NS(N(C)C)(=O)=O)C=CC(=C1)C(=O)N1CC2=C(CC1)C=1C(=CC(=C(C1OC2=O)C)N2C[C@@H](N(CC2)C)COC)C